cyanooxyamine C(#N)ON